(2-((2S,4S)-4-amino-2-(hydroxymethyl)pyrrolidin-1-yl)-4-(methylsulfonyl)phenyl)-2-(2-fluoro-6-methoxyphenyl)pyrimidine-4-carboxamide N[C@H]1C[C@H](N(C1)C1=C(C=CC(=C1)S(=O)(=O)C)C=1C(=NC(=NC1)C1=C(C=CC=C1OC)F)C(=O)N)CO